(+/-)-trans-methyl 3-((6-(benzo[b]thiophen-2-yl)-2-(2-chloro-5-trityl-5H-pyrrolo[2,3-b]pyrazin-7-yl)-5-fluoropyrimidin-4-yl)amino)bicyclo[2.2.2]octane-2-carboxylate S1C2=C(C=C1C1=C(C(=NC(=N1)C1=CN(C3=NC=C(N=C31)Cl)C(C3=CC=CC=C3)(C3=CC=CC=C3)C3=CC=CC=C3)NC3C(C1CCC3CC1)C(=O)OC)F)C=CC=C2